ClC1=CC=C(C=C1)S(=O)(=O)\N=C(\N1C[C@@H](CC1)S(=O)(=O)N)/N1N=C([C@@H](C1)C1=CC=CC=C1)C1=CC=C(C=C1)F (R)-1-((Z)-(((4-chlorophenyl)sulfonyl)imino)((R)-3-(4-fluorophenyl)-4-phenyl-4,5-dihydro-1H-pyrazol-1-yl)methyl)pyrrolidine-3-sulfonamide